2-((4-amino-2-chloropyrimidin-5-yl)oxy)acetic acid tert-butyl ester C(C)(C)(C)OC(COC=1C(=NC(=NC1)Cl)N)=O